(R)-N-methyl-N-(1-(2-oxo-4-(o-tolyl)-2H-chromene-7-carbonyl)piperidin-3-yl)acetamide CN(C(C)=O)[C@H]1CN(CCC1)C(=O)C1=CC=C2C(=CC(OC2=C1)=O)C1=C(C=CC=C1)C